Ethyl 2-(4-((4-((1-cyclopropyl-3-(tetrahydro-2H-pyran-4-yl)-1H-pyrazol-4-yl) oxy) pyridin-2-yl) amino) piperidin-1-yl)-2-methylpropionate C1(CC1)N1N=C(C(=C1)OC1=CC(=NC=C1)NC1CCN(CC1)C(C(=O)OCC)(C)C)C1CCOCC1